2-[6-[3-(Difluoromethyl)-4-fluoro-phenyl]pyrazolo[4,3-b]pyridin-1-yl]-1-[(3S)-3-fluoropyrrolidin-1-yl]ethanone FC(C=1C=C(C=CC1F)C=1C=C2C(=NC1)C=NN2CC(=O)N2C[C@H](CC2)F)F